CN(C)CCC(CCN(NC)CCCN)NC 3-dimethylaminoethyl-N,3-dimethylaminopropyl-aminopropylamine